ClC1=C2C=NN(C2=C(C=C1)C(=O)NC1CC2(CCC2)C1)CC1=CC=C(C=C1)C1=CC=NC(=N1)OCC (Ra)-6-(4-Chloro-1-(4-(2-ethoxypyrimidin-6-yl)benzyl)-1H-indazol-7-carboxamido)spiro-[3.3]heptan